C(N)(OCC1=C(C=2C(=NC=CC2)N1C1CCN(CC1)[C@@H]1CC[C@@H](CC1)C(C)C)CN1CCCC1)=O (1-(1-(cis-4-isopropylcyclohexyl)piperidin-4-yl)-3-(pyrrolidin-1-ylmethyl)-1H-pyrrolo[2,3-b]pyridin-2-yl)methyl carbamate